C1(CC1)C=1C(=NSC1C(=O)NC1=CC(=NC=C1)C(F)(F)F)C1=CC=C(C=C1)N(C)C 4-cyclopropyl-3-(4-(dimethylamino)phenyl)-N-(2-(trifluoromethyl)pyridine-4-yl)isothiazole-5-carboxamide